C1(CC1)S(=O)(=O)NC=1SC(=C(N1)C(C)(C)NC(C1=CC=C(C=C1)C1=NC(=CN=C1)C(F)(F)F)=O)C N-(2-(2-(cyclopropanesulfonamido)-5-methylthiazol-4-yl)propan-2-yl)-4-(6-(trifluoromethyl)pyrazin-2-yl)benzamide